C(#N)C=1C=CC=C2NC[C@@H](NC12)[C@@H](C1=CC=CC=C1)NCCC1=CC(=C(C=C1)CC(=O)O)F 2-(4-(2-(((R)-((R)-8-cyano-1,2,3,4-tetrahydroquinoxalin-2-yl)(phenyl)methyl)amino)ethyl)-2-fluorophenyl)acetic acid